4-[2,4,6-trifluoro-phenyl]but-3-en-2-one FC1=C(C(=CC(=C1)F)F)C=CC(C)=O